NCCCCN1C(=NC=2C(=NC=3C=CC=CC3C21)N)CCCC 1-(4-aminobutyl)-2-butyl-1H-imidazo[4,5-c]quinoline-4-amine